ethyl 2-bromo-6-(trifluorometh-yl)benzoate BrC1=C(C(=O)OCC)C(=CC=C1)C(F)(F)F